CC=1C=CC=C2OC=3C=CC=C(C3N(C12)C)CC1=CC=CC=C1 9,10-dimethylbenzylphenoxazine